O=C(CNC=1C=C(C(=O)OC2=CC=C(C=C2)Cl)C=CC1)NC1=C(C=CC=C1)SC1=CC=CC=C1 4-Chlorophenyl 3-((2-oxo-2-((2-(phenylthio)phenyl)amino)ethyl)amino)benzoate